(7E,3E)-1,4-bis(2,4,5-trimethylphenyl)buta-1,3-diene CC1=C(C=C(C(=C1)C)C)C=C\C=C\C1=C(C=C(C(=C1)C)C)C